OC(C)(C)C=1C(=CC2=CN(N=C2C1)C1CCC(CC1)CN(CC1CCNCC1)C)NC(=O)C1=NC(=CC=C1)C(F)(F)F N-(6-(2-hydroxyprop-2-yl)-2-((1r,4r)-4-((methyl-(piperidin-4-ylmethyl)amino)methyl)cyclohexyl)-2H-indazol-5-yl)-6-(trifluoromethyl)pyridinecarboxamide